p-butylbenzoic acid C(CCC)C1=CC=C(C(=O)O)C=C1